2-(2-methoxyphenyl)-3-hydroxy-4H-chromen-4-one COC1=C(C=CC=C1)C=1OC2=CC=CC=C2C(C1O)=O